C(CC)(=O)ONP(=O)(OC1=CC=CC=C1)OC[C@H]1O[C@@]([C@@H]([C@@H]1O)O)(C#N)C1=CC=C2C(=NC=NN21)N (((((2R,3S,4R,5R)-5-(4-aminopyrrolo[2,1-f][1,2,4]triazin-7-yl)-5-cyano-3,4-dihydroxytetrahydrofuran-2-yl) methoxy) (phenoxy) phosphoryl) amino) propionate